(7S,7aS)-7-phenyl-1-toluenesulfonyl-2,3,5,6,7,7a-hexahydro-1H-indole C1(=CC=CC=C1)[C@@H]1CCC=C2CCN([C@@H]12)S(=O)(=O)CC1=CC=CC=C1